{[rel-(2R,3R)-3-(2-chlorophenyl)-2-(2,4-difluorophenyl)oxiran-2-yl]methyl}-1H-1,2,4-triazole ClC1=C(C=CC=C1)[C@@H]1[C@@](O1)(C1=C(C=C(C=C1)F)F)CN1N=CN=C1 |o1:7,8|